N1(CCCCCC1)C=1C2=C(N=C(N1)C1=NC=CC(=C1)N(C)C)CCC2 2-[4-(azepan-1-yl)-5H,6H,7H-cyclopenta[d]pyrimidin-2-yl]-N,N-dimethylpyridin-4-amine